3-[(benzenesulfonyl)methyl]Piperidine methyl-1-methyl-3-(piperidin-1-yl)indazole-6-carboxylate COC(=O)C1=CC=C2C(=NN(C2=C1)C)N1CCCCC1.C1(=CC=CC=C1)S(=O)(=O)CC1CNCCC1